C(C)OC(C1=C(C=CC=C1)NC1=CC=NN1C)=O 2-((1-methyl-1H-pyrazol-5-yl)amino)benzoic acid ethyl ester